1-methyl-2-butylpyrrolium methanesulfonate CS(=O)(=O)[O-].C[NH+]1C(=CC=C1)CCCC